C(CCC[PH2]=O)P butanediyl-bis-phosphine oxide